(E)-N-(5-(4-(dimethylamino)but-2-enamido)picolinoyl)-N-methyl-L-valine TFA salt OC(=O)C(F)(F)F.CN(C/C=C/C(=O)NC=1C=CC(=NC1)C(=O)N([C@@H](C(C)C)C(=O)O)C)C